2-(3-chloropyridin-2-yl)-6-(trifluoromethyl)thiazolo[5,4-b]pyridine ClC=1C(=NC=CC1)C=1SC2=NC=C(C=C2N1)C(F)(F)F